NC1=CC=C(C=N1)C1=C(C=C(C=C1)C1=NNC(OC1)=O)C(F)(F)F 5-[4-(6-Aminopyridin-3-yl)-3-(trifluoromethyl)phenyl]-3,6-dihydro-2H-1,3,4-oxadiazin-2-one